1-[2-methyl-4-(trifluoromethyl)phenyl]ethanone CC1=C(C=CC(=C1)C(F)(F)F)C(C)=O